C(C)(C)(C)OC(=O)N[C@H](CCC(=O)O[C@@]1(C(OCC=2C(N3CC=4C(=NC=5C=CC(=CC5C4CC)OC(=O)OC(C)(C)C)C3=CC21)=O)=O)CC)C (S)-9-((tert-butoxycarbonyl)oxy)-4,11-diethyl-3,14-dioxo-3,4,12,14-tetrahydro-1H-pyrano[3',4':6,7]indolizino[1,2-b]quinolin-4-yl (S)-4-((tert-butoxycarbonyl)amino)pentanoate